tert-butyl (R)-10-methyl-11-oxo-1,2,4,4a,5,6,11,14-octahydro-3H,12H-pyrazino[1',2':5,6][1,5]oxazocino[2,3-b][1,5]naphthyridine-3-carboxylate CC=1C(NC=2C=C3C(=NC2C1)OCC[C@H]1N(C3)CCN(C1)C(=O)OC(C)(C)C)=O